CN1CCN(CC1)CCC[Si](C1=C(C=C)C=CC=C1)(C)C 2-[[3-(4-methylpiperazine-1-yl)propyl]dimethylsilyl]styrene